6-{5-chloro-2-[(oxacyclohex-4-yl)amino]pyrimidin-4-yl}-2-{2-[3-(hydroxymethyl)-3-methylazetidin-1-yl]-2-oxoethyl}-2,3-dihydro-1H-isoindol-1-one ClC=1C(=NC(=NC1)NC1CCOCC1)C1=CC=C2CN(C(C2=C1)=O)CC(=O)N1CC(C1)(C)CO